3-hydroxy-3-methyl-N-(3-(p-tolyl)-5-(trifluoromethyl)pyrazolo[1,5-a]pyridin-2-yl)butanamide OC(CC(=O)NC1=NN2C(C=C(C=C2)C(F)(F)F)=C1C1=CC=C(C=C1)C)(C)C